FC=1C=C(\C=C\2/CC(C\C(\C2=O)=C/C2=CC(=C(C=C2)F)F)NC(OC(C)(C)C)=O)C=CC1F tert-butyl (3,5-bis((E)-3,4-difluorobenzylidene)-4-oxocyclohexyl)carbamate